2-(((9-((2R,4S,5R)-5-ethynyl-4-hydroxy-5-(hydroxymethyl)tetrahydrofuran-2-yl)-2-fluoro-9H-purin-6-yl)carbamoyl)oxy)-3-(nonyloxy)propyl nonanoate C(CCCCCCCC)(=O)OCC(COCCCCCCCCC)OC(NC1=C2N=CN(C2=NC(=N1)F)[C@@H]1O[C@@]([C@H](C1)O)(CO)C#C)=O